Phosphoryl-ethanol P(=O)#CCO